(Trifluoromethyl)silane FC(F)(F)[SiH3]